The molecule is a glycosylceramide obtained by formal condensation of the carboxy group of docosanoic acid with the amino group of 1-(2',3',4',6'-tetraacetylbeta-D-galactosyl)-3-acetylsphingosine. It has a role as a human xenobiotic metabolite. It is a glycosylceramide, a galactolipid and a cerebroside. It derives from a docosanoic acid. CCCCCCCCCCCCCCCCCCCCCC(=O)N[C@@H](CO[C@H]1[C@@H]([C@H]([C@H]([C@H](O1)COC(=O)C)OC(=O)C)OC(=O)C)OC(=O)C)[C@@H](/C=C/CCCCCCCCCCCCC)OC(=O)C